FC(S(=O)(=O)OC1=C(C(=C(C=C1)C=1C=NN(C1C1=CC=C(C=C1)OC)COCC[Si](C)(C)C)F)F)(F)F [2,3-difluoro-4-[5-(4-methoxyphenyl)-1-(2-trimethylsilylethoxymethyl)pyrazol-4-yl]phenyl] trifluoromethanesulfonate